C(CCCCCCCCCCCCCCCCCCCCC)(=O)NCCCNCCO behenamidopropyl-hydroxyethylamine